7-(diethylamino)-3-(6-methylbenzo[d]oxazol-2-yl)-2H-benzopyran-2-one C(C)N(C1=CC2=C(C=C(C(O2)=O)C=2OC3=C(N2)C=CC(=C3)C)C=C1)CC